C(CC)N(C(=O)C=1CC=NC2=C(C1)C=CC=C2)CCC N,N-dipropyl-3H-1-benzazepine-4-carboxamide